C1=NC=CC2=C1C(C=1C=CC=CC12)O 9H-indeno[2,1-C]pyridin-9-ol